2-(3-(2-cyano-2-(6-(trifluoromethoxy)-1H-benzo[d]imidazol-2-yl)vinyl)-2,5-dimethyl-1H-pyrrol-1-yl)-4,5-dimethylthiophene-3-carbonitrile C(#N)C(=CC1=C(N(C(=C1)C)C=1SC(=C(C1C#N)C)C)C)C1=NC2=C(N1)C=C(C=C2)OC(F)(F)F